5-[3-(2-tert-Butoxy-2-oxoethoxy)propoxy]pentyl benzoate C(C1=CC=CC=C1)(=O)OCCCCCOCCCOCC(=O)OC(C)(C)C